CC1=NOC(=C1C1=CC2=C(N(C(=N2)C(CC)O)[C@H]2COCC2)C=C1)C 5-(3,5-dimethylisoxazol-4-yl)-1-((R)-tetrahydrofurane-3-yl)-1H-benzo[d]imidazol-2-yl-propan-1-ol